C(C=C)(=O)OC1(CCCC1)C=C 1-vinylcyclopentyl acrylate